tert-Butyl 3-((2-(N,N-bis(4-methoxybenzyl)sulfamoyl)-4-(2-carbamimidoylbenzo[d]thiazol-4-yl)-3-(1-(4-methoxybenzyl)-1H-tetrazol-5-yl)phenyl)sulfonyl)azetidine-1-carboxylate COC1=CC=C(CN(S(=O)(=O)C2=C(C=CC(=C2C2=NN=NN2CC2=CC=C(C=C2)OC)C2=CC=CC3=C2N=C(S3)C(N)=N)S(=O)(=O)C3CN(C3)C(=O)OC(C)(C)C)CC3=CC=C(C=C3)OC)C=C1